(3R,4S)-3-cyclopropyl-4-methyl-1-[6-(2-methylpyridin-4-yl)pyrrolo[1,2-b]pyridazin-4-yl]-2-oxopyrrolidine-3-carbonitrile C1(CC1)[C@]1(C(N(C[C@H]1C)C=1C=2N(N=CC1)C=C(C2)C2=CC(=NC=C2)C)=O)C#N